OCCCCCCC1=CC=CC=2N(C(N(C21)C)=O)C2C(NC(CC2)=O)=O 3-[4-(6-hydroxyhexyl)-3-methyl-2-oxo-benzimidazol-1-yl]piperidine-2,6-dione